C1(CC1)N1N=C(C=C1CN(C)CCCO)S(=O)(=O)N(CC1=CC=C(C=C1)OC)CC1=CC=C(C=C1)OC 1-cyclopropyl-5-(((3-hydroxypropyl)(methyl)amino)methyl)-N,N-bis(4-methoxybenzyl)-1H-pyrazole-3-sulfonamide